(dimethylsilyl)bis(2-methyl-4-naphthylindenyl)hafnium C[SiH](C)[Hf](C1C(=CC2=C(C=CC=C12)C1=CC=CC2=CC=CC=C12)C)C1C(=CC2=C(C=CC=C12)C1=CC=CC2=CC=CC=C12)C